C1(=CC=CC2=CC=CC=C12)C1=CC=CC2=CC3=CC=CC=C3C=C12 1-(naphthalene-1-yl)anthracene